C(C1=CC=CC=C1)NC=1N(C2=C(N(S(C(C2=O)C2=CC=C(C=C2)Cl)(=O)=O)CC)N1)C1=CC=CC=C1 6-(benzylamino)-3-(4-chlorophenyl)-1-ethyl-5-phenyl-3,5-dihydroimidazo[4,5-c][1,2]thiazine-4(1H)-one 2,2-dioxide